FC1=C(C(=C(C(=C1[B-](C1=C(C(=C(C(=C1F)F)F)F)F)(C1=C(C(=C(C(=C1F)F)F)F)F)C1=C(C(=C(C(=C1F)F)F)F)F)F)F)F)F.C1(=CC=CC=C1)[C+](C1=CC=CC=C1)C1=CC=CC=C1.C1(=CC=CC=C1)[C+](C1=CC=CC=C1)C1=CC=CC=C1.FC1=C(C(=C(C(=C1[B-](C1=C(C(=C(C(=C1F)F)F)F)F)(C1=C(C(=C(C(=C1F)F)F)F)F)C1=C(C(=C(C(=C1F)F)F)F)F)F)F)F)F DItriphenyl-carbon tetrakis(pentafluorophenyl)borate